2-Azaadamantan C12NC3CC(CC(C1)C3)C2